S(=O)(=O)(C)OCC1=C(C=CC=C1)CCCNC(OC(C)(C)C)=O tert-butyl (3-{o-[(mesyloxy)methyl]phenyl}propyl)carbamate